N-[(1S,2R)-2-aminocyclohexyl]-3-{2-[(3,5-dimethylphenyl)amino]pyrimidin-4-yl}-1-ethyl-1H-pyrazole-5-carboxamide hydrochloride Cl.N[C@H]1[C@H](CCCC1)NC(=O)C1=CC(=NN1CC)C1=NC(=NC=C1)NC1=CC(=CC(=C1)C)C